5'-(4,4'-dimethoxytrityl)-N4-(2-hexyldecanoyl)-2'-deoxycytidine COC1=CC=C(C(C2=CC=C(C=C2)OC)(C2=CC=CC=C2)C([C@@H]2[C@H](C[C@@H](O2)N2C(=O)N=C(NC(C(CCCCCCCC)CCCCCC)=O)C=C2)O)O)C=C1